5-bromo-3-ethylsulfonyl-N-[2-hydroxy-5-(trifluoromethylsulfanyl)phenyl]Pyridine-2-carboxylic acid BrC=1C=C(C(N(C1)C1=C(C=CC(=C1)SC(F)(F)F)O)C(=O)O)S(=O)(=O)CC